C1(=CC=CC=C1)C(CNC(=O)C1=CC(=NN1CCCCC)C(C)(C)C)C N-(2-phenylpropyl)-3-tert-butyl-1-N-pentyl-1H-pyrazole-5-carboxamide